3,5-dicyano-4-ethyl-6-hydroxypyridin-2-ol ammonium [NH4+].C(#N)C=1C(=NC(=C(C1CC)C#N)O)O